[Cd].[Ni] Nickel-cadmium